1,2,3,3-tetrachloro-1-propene ClC=C(C(Cl)Cl)Cl